BrCC1=CC(=NC=C1)C1CCOCC1 4-(bromomethyl)-2-(tetrahydro-2H-pyran-4-yl)pyridine